C(C=C)(=O)N1CCN(CC1)CCCN1C2=C(N(C([C@H](CC1)NC1=C(C#N)C(=CC(=N1)C)C(F)(F)F)=O)C)C=CC(=C2)F (S)-2-((6-(3-(4-propenoylpiperazin-1-yl)propyl)-8-fluoro-1-methyl-2-oxo-1,2,3,4,5,6-hexahydrobenzo[b][1,4]diazocine-3-yl)amino)-6-methyl-4-(trifluoromethyl)nicotinonitrile